CCC\C=C/C\C=C/CCCCC (Z,Z)-4,7-Tridecadien